The molecule is a member of the class of guanidines that is guanidine in which one of the hydrogens attached to the nitrogen at position 1 is substituted by a hydroxy group. It has a role as an antineoplastic agent and an antiviral agent. It is a member of guanidines and a one-carbon compound. It derives from a guanidine and a carbamimidoylazanium. C(=NO)(N)N